(S)-(2-(Benzyloxy)-4-chloro-6-hydroxyphenyl)(6-(2-(dimethylamino)ethoxy)-8-((tetrahydrofuran-3-yl)amino)-3,4-dihydroisoquinolin-2(1H)-yl)methanone C(C1=CC=CC=C1)OC1=C(C(=CC(=C1)Cl)O)C(=O)N1CC2=C(C=C(C=C2CC1)OCCN(C)C)N[C@@H]1COCC1